3,4,5-trichloropyridine-2,6-dicarboxylic acid ClC=1C(=NC(=C(C1Cl)Cl)C(=O)O)C(=O)O